2,3-bis-(2-methoxy-4-nitro-5-sulfophenyl)-2H-tetrazolium-5-carboxanilide COC1=C(C=C(C(=C1)[N+](=O)[O-])S(=O)(=O)O)N1[NH2+]C(=NN1C1=C(C=C(C(=C1)S(=O)(=O)O)[N+](=O)[O-])OC)C(=O)NC1=CC=CC=C1